6-(((2-(2-(2-Aminoethoxy)ethoxy)ethyl)(benzyl)amino)methyl)-N4-(p-tolyl)pyrimidine-2,4-diamine NCCOCCOCCN(CC1=CC=CC=C1)CC1=CC(=NC(=N1)N)NC1=CC=C(C=C1)C